N1C(=NC=C1)NC1=NC=CC(=C1)OC1=CC(=C(C=C1)NC=1C2=C(N=CN1)NC=C2C2CCN(CC2)C(C=C)=O)F 1-(4-(4-((4-((2-((1H-imidazol-2-yl)amino)pyridin-4-yl)oxy)-2-fluorophenyl)amino)-7H-pyrrolo[2,3-d]pyrimidin-5-yl)piperidin-1-yl)prop-2-en-1-one